4-((4-carbamimidoyl-2,6-dimethylbenzyl)amino)-6-((6-cyclopropylimidazo[1,2-a]pyridin-2-yl)methoxy)pyrimidine-2-carboxylic acid formic acid salt C(=O)O.C(N)(=N)C1=CC(=C(CNC2=NC(=NC(=C2)OCC=2N=C3N(C=C(C=C3)C3CC3)C2)C(=O)O)C(=C1)C)C